(2S)-phenyl-2-benzyl-3-(2-benzyl-3-(N-(benzyloxy)formamido)propanamido)propanoic Acid C1(=CC=CC=C1)[C@](C(=O)O)(CNC(C(CN(C=O)OCC1=CC=CC=C1)CC1=CC=CC=C1)=O)CC1=CC=CC=C1